Cl.C(C1=CC=CC=C1)C1(CNCCC1)C(=O)N(N(C)C)C 3-benzyl-3-piperidinecarbonyl-(N,N',N'-trimethyl)hydrazine hydrochloride